methyl 5-bromo-6-(((dimethylamino)methylene)amino)-3-methylpyridine-2-carboxylate BrC=1C=C(C(=NC1N=CN(C)C)C(=O)OC)C